8-[2-(2-methoxyethoxy)ethyl]2,5,11,14-Tetraoxa-8-azapentadecane COCCOCCN(CCOCCOC)CCOCCOC